CN1CCN(CC1)CCOC=1C=C2CN(CC2=CC1)C1=NC=CC(=N1)C1=NC=CC(=N1)\C=C\C1=CC=NC=C1 5-[2-(4-Methylpiperazin-1-yl)ethoxy]-2-[4-[4-[(E)-2-(4-pyridyl)vinyl]pyrimidin-2-yl]pyrimidin-2-yl]isoindoline